C(C1=CC=CC=C1)SC1=C(C=CC(=C1)[N+](=O)[O-])C=1OC(=NN1)C(F)F [2-(benzylsulfanyl)-4-nitrophenyl]-5-(difluoromethyl)-1,3,4-oxadiazole